CC(C)(CCCCC)C1=NOC(=N1)CC(C(=O)O)=C 2-((3-(2-methylhept-2-yl)-1,2,4-oxadiazol-5-yl)methyl)acrylic acid